(R)-2-((1-(3,7-dimethyl-2-(4-(oxetan-3-yl)piperazin-1-yl)-4-oxo-4H-pyrido[1,2-a]pyrimidin-9-yl)ethyl)amino)benzoic acid CC1=C(N=C2N(C1=O)C=C(C=C2[C@@H](C)NC2=C(C(=O)O)C=CC=C2)C)N2CCN(CC2)C2COC2